FC=1CCN2[C@@H](CCC2C1)C(=O)OC methyl (3S)-7-fluoro-1,2,3,5,6,8a-hexahydroindolizine-3-carboxylate